N-((S)-1-(((S)-4-((1,1,1,3,3,3-hexafluoropropan-2-yl)oxy)-3-oxo-1-((S)-2-oxopyrrolidin-3-yl)butan-2-yl)amino)-4-methyl-1-oxopentan-2-yl)-1H-indole-2-carboxamide FC(C(C(F)(F)F)OCC([C@H](C[C@H]1C(NCC1)=O)NC([C@H](CC(C)C)NC(=O)C=1NC2=CC=CC=C2C1)=O)=O)(F)F